CC(CCCCCCCCCCCCCCC)=NO 2-heptadecanone oxime